C(C)(=O)NC1CCC2C1N(C=1C(=CC(=CC21)C(=O)NC2=CC=C(C=C2)OC(F)(F)Cl)Br)C(C)C 3-acetylamino-5-bromo-N-(4-(chlorodifluoromethoxy)phenyl)-4-isopropyl-1,2,3,3a,4,8b-hexahydrocyclopenta[b]indole-7-carboxamide